(R)-4-(2-hydroxyacetyl)-3-(trifluoromethyl)piperazin OCC(=O)N1[C@H](CNCC1)C(F)(F)F